chloro-2-dimethylaminochloropropane ClC(C(C)N(C)C)Cl